FC1CN(C1)CC1=C(C=CC=C1)C1=CC=C(S1)C(C)NC1=NC(=NC2=CC(=C(C=C12)OC)OC)C N-[1-(5-{2-[(3-fluoroazetidin-1-yl)methyl]phenyl}thiophen-2-yl)ethyl]-6,7-dimethoxy-2-methylquinazolin-4-amine